S1C(=NC=C1)C12CC(C1)(C2)NC(OC(C)(C)C)=O tert-Butyl (3-(thiazol-2-yl)bicyclo[1.1.1]pentan-1-yl)carbamate